(7-fluoro-6-((7-oxo-7,8-dihydro-1,8-naphthyridin-4-yl)amino)-3,4-dihydroisoquinolin-2(1H)-yl)sulfonamide dihydrochloride Cl.Cl.FC1=C(C=C2CCN(CC2=C1)S(=O)(=O)N)NC1=CC=NC=2NC(C=CC12)=O